C(C)(C)(C)OC(=O)NS(=O)(=O)N(C1CC2(CN(C2)C(=O)OC(C)(C)C)C1)CC1CCC1 tert-butyl 6-((N-(tert-butoxycarbonyl) sulfamoyl) (cyclobutylmethyl) amino)-2-azaspiro[3.3]heptane-2-carboxylate